C(C)(C)(C)N(C(O)=O)[C@H](CC1=NOC(=C1)[Si](C)(C)C)CC(C)C.ClC=1C=C(C=CC1Cl)NC1=C(C(=O)NC2=CC(=NN2C)C(F)(F)F)C=CC=C1 2-((3,4-Dichlorophenyl)amino)-N-(1-methyl-3-(trifluoromethyl)-1H-pyrazol-5-yl)benzamide tert-butyl-(S)-(4-methyl-1-(5-(trimethylsilyl)isoxazol-3-yl)pentan-2-yl)carbamate